N1=C(C=CC=C1)[Fe](Cl)Cl pyridyliron dichloride